ClC1=C(C=C(C=C1)F)C1NC(C2=C1C(=CC1=C(N(N=C21)C)CC(F)F)C2=CC=CC1=C2C(=NS1)C(=O)N)=O (6-(2-chloro-5-fluorophenyl)-3-(2,2-difluoroethyl)-2-methyl-8-oxo-2,6,7,8-tetrahydropyrrolo[3,4-g]indazol-5-yl)benzo[d]isothiazole-3-carboxamide